NC([C@H](CCC(=O)OC(C)(C)C)N1C(C2=CC=C(C=C2C1)O[C@@H]1CN(CC1)CC=1C=C2C=NC(=NC2=CC1)N1CCN(CC1)C)=O)=O tert-butyl (S)-5-amino-4-(5-(((S)-1-((2-(4-methylpiperazin-1-yl) quinazolin-6-yl) methyl) pyrrolidin-3-yl) oxy)-1-oxoisoindolin-2-yl)-5-oxopentanoate